2-(thiophen-3-yl)indol tert-butyl-(R)-3-(6-bromo-1-methyl-1H-indole-2-carboxamido)pyrrolidine-1-carboxylate C(C)(C)(C)[C@H]1N(CCC1NC(=O)C=1N(C2=CC(=CC=C2C1)Br)C)C(=O)O.S1C=C(C=C1)C=1NC2=CC=CC=C2C1